O1C(=NC=C1)C(=O)OCC(C1=CC=CC=C1)C1=CC=CC=C1 diphenylEthyl oxazolate